CC1=CC(=C(C=C1)O)CC=1SC=CC1 4-methyl-2-(thiophen-2-ylmethyl)phenol